C(\C(\C)=C/C(=O)[O-])(=O)OCCCCCCC(C)C isononyl citraconate